N[C@H](C(=O)O)CCCCNC(=O)OCC1=C(C=CC=C1)N=[N+]=[N-] (2S)-2-amino-6-({[(2-azidoBenzyl)oxy]carbonyl}amino)hexanoic acid